6-amino-2-chloro-5-methoxynicotinonitrile NC1=NC(=C(C#N)C=C1OC)Cl